C(OC1=CC=C(C=C1)[N+](=O)[O-])(OC[C@@H]1C[C@@H](C1)OC(F)(F)F)=O 4-nitrophenyl ((cis-3-(trifluoromethoxy)cyclobutyl)methyl) carbonate